(4-fluorophenyl)pyridine-2,5-diamine FC1=CC=C(C=C1)C=1C(=NC=C(C1)N)N